O[C@@H]1C[C@H](N(C1)C([C@H](C(C)C)C1=CC(=NO1)OCC=O)=O)C(=O)N[C@@H](C)C1=CC=C(C=C1)C1=C(N=CS1)C (2S,4R)-4-Hydroxy-1-((R)-3-methyl-2-(3-(2-oxoethoxy)isoxazol-5-yl)butanoyl)-N-((S)-1-(4-(4-methylthiazol-5-yl)phenyl)ethyl)pyrrolidine-2-carboxamide